COC1=NSC(=N1)NC(=O)N1C[C@@H]2[C@H](C1)CC(C2)N(C=2C1=C(N=CN2)NC=C1)C (3aR,5s,6aS)-N-(3-methoxy-1,2,4-thiadiazol-5-yl)-5-(methyl-(7H-pyrrolo[2,3-d]pyrimidin-4-yl)amino)hexahydrocyclopenta[c]pyrrole-2(1H)-carboxamide